t-butyl (3aR,5s,6aS)-5-hydroxy-octahydrocyclopenta[c]pyrrole-2-carboxylate OC1C[C@@H]2[C@@H](CN(C2)C(=O)OC(C)(C)C)C1